C1(CC1)[C@]1(C(N(C[C@H]1C)C=1C=2N(N=CC1)C=C(C2)C=2C=C1C=NN(C1=CC2)C)=O)C#N (3R,4S)-3-cyclopropyl-4-methyl-1-[6-(1-methylindazol-5-yl)pyrrolo[1,2-b]pyridazin-4-yl]-2-oxopyrrolidine-3-carbonitrile